C(C1=CC=CC=C1)N1N=C(C(=C1C)C1=CC=C(C=C1)NC(OC(C)(C)C)=O)C tert-butyl (4-(1-benzyl-3,5-dimethyl-1H-pyrazol-4-yl)phenyl)carbamate